C(C)(C)OC(=O)C1=C(C2=C(NC3=CC=C(C=C23)OCC2=CC=NC=C2)C=N1)COC isopropyl-4-(methoxymethyl)-6-(pyridin-4-ylmethoxy)-9H-pyrido[3,4-b]indole-3-carboxylate